1-(4-(4-methyl-6-oxo-1,4,5,6-tetrahydropyridazine-3-yl)-2-nitrophenyl)-3-propylguanidine CC1C(=NNC(C1)=O)C1=CC(=C(C=C1)NC(=N)NCCC)[N+](=O)[O-]